hydroxylacceric acid OC(C(=O)O)CCCCCCCCCCCCCCCCCCCCCCCCCCCCCC